(1S,6R)-2,2-difluoro-6-(4-nitrobenzenesulfonamido)cyclohexyl methanesulfonate CS(=O)(=O)O[C@@H]1C(CCC[C@H]1NS(=O)(=O)C1=CC=C(C=C1)[N+](=O)[O-])(F)F